(3-(4,4-bis(methoxymethyl)-cyclohexyl)-2-((methyl(2-(methylamino)ethyl)amino)-methyl)-6,7-dihydropyrazolo-[1,5-a]pyrazin-5(4H)-yl)(1-methylcyclopropyl)-methanone COCC1(CCC(CC1)C=1C(=NN2C1CN(CC2)C(=O)C2(CC2)C)CN(CCNC)C)COC